azidobutyric acid N(=[N+]=[N-])C(C(=O)O)CC